7-((5-((3S,4R)-4-fluoro-3-hydroxypiperidin-1-yl)pyridin-2-yl)amino)-4-(8-fluoroimidazo[1,2-a]pyridin-3-yl)-2,3-dihydro-1H-pyrrolo[3,4-c]pyridin-1-one F[C@H]1[C@H](CN(CC1)C=1C=CC(=NC1)NC=1C2=C(C(=NC1)C1=CN=C3N1C=CC=C3F)CNC2=O)O